(4-(5-amino-3-(4-phenoxyphenyl)imidazo[1,5-c]pyrimidin-1-yl)-3,6-dihydropyridin-1(2H)-yl)(3-hydroxyoxetan-3-yl)methanone NC1=NC=CC=2N1C(=NC2C=2CCN(CC2)C(=O)C2(COC2)O)C2=CC=C(C=C2)OC2=CC=CC=C2